OC1=C(\C=C\2/C(NC(N(C2=O)C2=CC=C(C=C2)OC)=O)=O)C=CC(=C1)O (E)-5-(2,4-Dihydroxybenzylidene)-1-(4-methoxyphenyl)pyrimidine-2,4,6(1H,3H,5H)-trione